5-bromo-3-fluoro-2-vinylphenol BrC=1C=C(C(=C(C1)O)C=C)F